methylquinazoline-7-carboxylate COC(=O)C1=CC=C2C=NC=NC2=C1